FC1=C(N)C(=CC(=C1)F)C#CC1=CC=C(C=C1)F 2,4-difluoro-6-[2-(4-fluorophenyl)ethynyl]aniline